N-{2-[6-Amino-8-(6-iodo-3-oxo-indan-5-ylsulfanyl)-purin-9-yl]-ethyl}-2,2-dimethyl-propionamide NC1=C2N=C(N(C2=NC=N1)CCNC(C(C)(C)C)=O)SC=1C=C2C(CCC2=CC1I)=O